bis(trifluoromethanesulfonyl)oxide FC(S(=O)(=O)OS(=O)(=O)C(F)(F)F)(F)F